C(\C=C/C(=O)[O-])(=O)OCC=CCCCCC mono-2-octenyl maleate